Ethyl ({5-bromo-3-[(5-oxopyrrolidin-3-yl)carbamoyl]pyridin-2-yl}carbamothioyl)carbamate BrC=1C=C(C(=NC1)NC(=S)NC(OCC)=O)C(NC1CNC(C1)=O)=O